C1(CC1)NC=1C=C(C=NC1)S(=O)(=O)N 5-(cyclopropylamino)pyridine-3-sulfonamide